N(=C=O)CCC[SiH2]C(OC)(OC)OC 3-Isocyanatopropyl-trimethoxymethylsilan